4-hydroxy-6-oxohexanoyl-CoA OC(CCC(=O)SCCNC(CCNC([C@@H](C(COP(OP(OC[C@@H]1[C@H]([C@H]([C@@H](O1)N1C=NC=2C(N)=NC=NC12)O)OP(=O)(O)O)(=O)O)(=O)O)(C)C)O)=O)=O)CC=O